2-[(4-{3-[(4-chloro-2-cyanophenoxy)methyl]phenoxy}piperidin-1-yl)methyl]-1-[(1-ethyl-1H-imidazol-5-yl)methyl]-1H-1,3-benzodiazole-6-carboxylic acid ClC1=CC(=C(OCC=2C=C(OC3CCN(CC3)CC3=NC4=C(N3CC3=CN=CN3CC)C=C(C=C4)C(=O)O)C=CC2)C=C1)C#N